tert-butyl-5-[5-chloro-6-[[4-methyl-6-(methylamino)pyrimidin-2-yl]amino]-1,3-benzodioxol-4-yl]-2-methyl-2,3,4,7-tetrahydroazepine-1-carboxylate C(C)(C)(C)OC(=O)N1C(CCC(=CC1)C1=C(C(=CC=2OCOC21)NC2=NC(=CC(=N2)C)NC)Cl)C